NC1CC(C1)N(C1CCN(CC1)C(=O)OC(C)(C)C)C1CC1 tert-butyl 4-[(3-amino-cyclobutyl)-cyclopropyl-amino]piperidine-1-carboxylate